BrC=1C=2N(C(=NC1C=1OC=CN1)N)N=C(N2)CC2COCC2 8-bromo-7-(1,3-oxazol-2-yl)-2-[(oxolan-3-yl)methyl]-[1,2,4]triazolo[1,5-c]pyrimidin-5-amine